FC=1C=C(CN2C(=NC3=C2C=CC=C3)C3CCN(CC3)CC3=CC=C2C(=NN(C2=C3)C)C3=C(C=CC=C3)C)C=CC1 6-((4-(1-(3-fluorobenzyl)-1H-benzo[d]imidazol-2-yl)piperidin-1-yl)methyl)-1-methyl-3-(o-tolyl)-1H-indazole